3-fluoro-5-((1-(3-fluoropropyl)azetidin-3-yl)amino)pyridine FC=1C=NC=C(C1)NC1CN(C1)CCCF